C(=O)CC(=O)OCCCCCC hexyl formylacetate